NCCCCCCCCCC(=O)NC1=C2C(N(C(C2=CC=C1)=O)C1C(NC(CC1)=O)=O)=O 10-amino-N-(2-(2,6-dioxopiperidin-3-yl)-1,3-dioxoisoindolin-4-yl)decanamide